OCCN1C(=CC=2C=NC(=CC21)NC(=O)C2CC2)C2=NC(=NC=C2)OC N-(1-(2-hydroxyethyl)-2-(2-methoxypyrimidin-4-yl)-1H-pyrrolo[3,2-c]pyridin-6-yl)cyclopropanecarboxamide